ClC1=C(C=CC=C1)C1CC2(C1)NC(N(C2=O)C2=CN=CC1=CC=C(C=C21)F)=O 2-(2-chlorophenyl)-7-(6-fluoroisoquinolin-4-yl)-5,7-diazaspiro[3.4]octane-6,8-dione